(Z)-1-(2-Hydroxy-4,6-dimethoxyphenyl)-3-(4-methoxy-3-phenylmethoxyphenyl)prop-2-en-1-one OC1=C(C(=CC(=C1)OC)OC)C(\C=C/C1=CC(=C(C=C1)OC)OCC1=CC=CC=C1)=O